3-(3-methoxy-4-((4-methoxybenzyl)oxy)benzyl)(1-methyl-1H-pyrazol-4-yl)-3H-imidazo[4,5-b]pyridin-2-amine monohydrate O.COC=1C=C(CN2C(=NC=3C2=NC(=CC3)C=3C=NN(C3)C)N)C=CC1OCC1=CC=C(C=C1)OC